1-(7-(piperazin-1-yl)-1H-indol-4-yl)dihydropyrimidine-2,4(1H,3H)-dione N1(CCNCC1)C=1C=CC(=C2C=CNC12)N1C(NC(CC1)=O)=O